Cl.N[C@@H](CCCCN)C(=O)O L-lysin hydrochloride